N1=CC(=CC=C1)NC(=O)N[C@H]1C[C@H](C2=CC(=C3C=C(N=CC3=C21)C2CC2)S(NCC(C)C)(=O)=O)NC(NC=2C=NC=CC2)=O |r| 1-pyridin-3-yl-3-[cis-(7RS,9SR)-3-cyclopropyl-5-(2-methylpropylsulfamoyl)-7-(pyridin-3-ylcarbamoylamino)-8,9-dihydro-7H-cyclopenta[H]isoquinolin-9-yl]urea